C1=CC=C(C=2OC3=C(C21)C=CC=C3)C3=NC2=C(N3C3=CC=1C(C4=CC=CC=C4C1C=C3C)(C)C)C=CC=C2 2-(dibenzo[b,d]furan-4-yl)-1-(3,9,9-trimethyl-9H-fluoren-2-yl)-1H-benzo[d]imidazole